3-Hydroxy-2-(3-(trifluoromethyl)-1-((6-(trifluoromethyl)pyridin-3-yl)methyl)-1H-pyrazole-4-carbonyl)cyclohex-2-en-1-one OC1=C(C(CCC1)=O)C(=O)C=1C(=NN(C1)CC=1C=NC(=CC1)C(F)(F)F)C(F)(F)F